5-Chloro-N-(cyclopropylmethyl)-2-methyl-N-propyl-N'-(2,4,6-trichlorophenyl)-4,6-pyrimidinediamine hydrochloride CCCN(CC1CC1)C2=NC(=NC(=C2Cl)NC3=C(C=C(C=C3Cl)Cl)Cl)C